OC[C@@H](CC(C)C)NC1=N\C(\C(N1C)=O)=C/C=1C=C2C=NNC2=CC1 (5Z)-2-[[(1R)-1-(Hydroxymethyl)-3-methyl-butyl]amino]-5-(1H-indazol-5-ylmethylene)-3-methyl-imidazol-4-one